CC1([C@H]2CC=C([C@@H]1C2)C[C@H](CC(C)C)C=2C(C(C(C(C2O)(C)C)=O)(C)C)=O)C 4-((S)-1-((1R,5S)-6,6-dimethylbicyclo[3.1.1]hept-2-en-2-yl)-4-methylpentan-2-yl)-5-hydroxy-2,2,6,6-tetramethylcyclohex-4-ene-1,3-dione